C(CC=C)N(CCC=C)CCCSC(C1=CC=CC=C1)(C1=CC=CC=C1)C1=CC=CC=C1 N-but-3-enyl-N-(3-tritylsulfanyl-propyl)but-3-en-1-amine